7-Ethyl-3-{[1-({(3R,4R)-1-[(4-fluoro-2,3'-bithiophen-5-yl)carbonyl]-3-phenylpiperidin-4-yl}carbonyl)-4-hydroxypiperidin-4-yl]methyl}-3,7-dihydro-4H-pyrrolo[2,3-d]pyrimidin-4-one C(C)N1C=CC2=C1N=CN(C2=O)CC2(CCN(CC2)C(=O)[C@H]2[C@@H](CN(CC2)C(=O)C2=C(C=C(S2)C2=CSC=C2)F)C2=CC=CC=C2)O